6-(Azetidin-3-yl)-2-chloro-N-[(furan-2-yl)methyl]-7-methylthio-thieno[3,2-d]pyrimidin-4-amine N1CC(C1)C1=C(C=2N=C(N=C(C2S1)NCC=1OC=CC1)Cl)SC